C1N(CC12CCOCC2)C2=NC=C(C=N2)OC2=C(C=C(C=C2C)NC(=O)C2CC(C2)OC)F N-(4-((2-(7-oxa-2-azaspiro[3.5]nonan-2-yl)pyrimidin-5-yl)oxy)-3-fluoro-5-methylphenyl)-3-methoxycyclobutane-1-carboxamide